2-chloro-7-phenyl-N-(1-(3,4,5-trimethoxyphenyl)-1H-imidazol-4-yl)-6,7-dihydro-5H-cyclopenta[d]pyrimidin-4-amine ClC=1N=C(C2=C(N1)C(CC2)C2=CC=CC=C2)NC=2N=CN(C2)C2=CC(=C(C(=C2)OC)OC)OC